tert-butyl (3-carbamoyl-2-oxo-1-phenyl-7-(trifluoromethyl)-1,2-dihydro-1,8-naphthyridin-4-yl)(methyl)carbamate C(N)(=O)C=1C(N(C2=NC(=CC=C2C1N(C(OC(C)(C)C)=O)C)C(F)(F)F)C1=CC=CC=C1)=O